C(C1=CC=CC=C1)OC1=C2C(=C(N(C2=CC=C1)C1=CC(=C(C=C1)F)F)C1CCOCC1)C1=CC(=C(C(=O)OC)C=C1)F methyl 4-[4-benzyloxy-1-(3,4-difluorophenyl)-2-tetrahydropyran-4-yl-indol-3-yl]-2-fluoro-benzoate